C(C)(C)(C)OC(=O)C1=CC=C(C=C1)N1CCC(CC1)CN(C1CC(C1)OC=1C=C(C(C(=O)O)=CC1)C(=O)O)CC 4-[3-[[1-(4-tert-butoxycarbonylphenyl)-4-piperidyl]methyl-ethyl-amino]cyclobutoxy]phthalic acid